NC1=NC=CC(=C1N)OC1=C(C=C(C=C1)N1C(N(CC1=O)C=1C=NC=C(C1)C(F)(F)F)=O)OC(F)F 3-{4-[(2,3-diamino-4-pyridinyl)oxy]-3-(difluoromethoxy)phenyl}-1-[5-(trifluoromethyl)-3-pyridinyl]-2,4-imidazolidinedione